3-(4-acetoxy-3-fluoro-2-methoxyphenyl)-4,5-dimethyl-5-(trifluoromethyl)tetrahydrofuran-2-yl acetate C(C)(=O)OC1OC(C(C1C1=C(C(=C(C=C1)OC(C)=O)F)OC)C)(C(F)(F)F)C